7-chloro-5-(2-methylazetidin-1-yl)pyrido[3,4-b]pyrazin-2-formaldoxime ClC1=CC=2C(=NC=C(N2)C=NO)C(=N1)N1C(CC1)C